3-[(3,4-difluoro-2-methoxyphenyl)amino]-1H,5H,6H,7H-pyrrolo[3,2-c]pyridin-4-one FC=1C(=C(C=CC1F)NC1=CNC2=C1C(NCC2)=O)OC